IC=1N=C(N2N=C(C=C(C21)C(C)(C)S(=O)(=O)C)N2[C@@H](COCC2)C)C2=CC=NN2C2OCCCC2 (3R)-4-[5-iodo-4-(2-methylsulfonylprop-2-yl)-7-[1-(tetrahydropyran-2-yl)-1H-pyrazol-5-yl]imidazo[1,5-b]pyridazin-2-yl]-3-methylmorpholine